(2-(6-chloro-6'-cyano-2'-fluoro-3'-(pyridin-3-yloxy)-[1,1'-biphenyl]-3-yl)-2-phenylethyl)carbamate ClC1=CC=C(C=C1C1=C(C(=CC=C1C#N)OC=1C=NC=CC1)F)C(CNC([O-])=O)C1=CC=CC=C1